(trans)-N1-((1R,2S)-2-(4-(1H-pyrazol-5-yl)phenyl)cyclopropyl)cyclohexane-1,4-diamine N1N=CC=C1C1=CC=C(C=C1)[C@H]1[C@@H](C1)N[C@@H]1CC[C@H](CC1)N